4-[3,5-dimethoxy-4-[(1,2,3,4-tetrahydroisoquinolin-6-ylamino)methyl]phenyl]-6-methyl-1H-pyrazolo[3,4-c]pyridin-7-one COC=1C=C(C=C(C1CNC=1C=C2CCNCC2=CC1)OC)C=1C2=C(C(N(C1)C)=O)NN=C2